ortho-methoxytetrazine CON1NC=CN=N1